3-(4-chloro-3-(2-(dimethylamino)ethoxy)phenyl)-7-hydroxy-4H-benzopyran-4-one ClC1=C(C=C(C=C1)C1=COC2=C(C1=O)C=CC(=C2)O)OCCN(C)C